(Z)-N-(4-bromo-3-methylphenyl)-2-cyano-3-hydroxy-3-(5-methylisoxazol-4-yl)acrylamide BrC1=C(C=C(C=C1)NC(\C(=C(\C=1C=NOC1C)/O)\C#N)=O)C